FC1=C2C=C(NC2=CC=C1)C(=O)N(C)C1COCC=2NC(C=3C=C(C=CC3C21)F)=O 4-fluoro-N-(8-fluoro-6-oxo-1,4,5,6-tetrahydro-2H-pyrano[3,4-c]isoquinolin-1-yl)-N-methyl-1H-indole-2-carboxamide